5-ethynyl-4-hydroxy-5-(hydroxymethyl)dihydrofuran C(#C)C1(C(CCO1)O)CO